C(C1=CC=CC=C1)N1CCN(CCN(CC1)[C@@H]1COC(OC[C@@H]1O)(C)C)[C@H]1[C@@H](COC(OC1)(C)C)O (5S,6R)-6-(4-benzyl-7-((5R,6R)-6-hydroxy-2,2-dimethyl-1,3-dioxepan-5-yl)-1,4,7-triazonan-1-yl)-2,2-dimethyl-1,3-dioxepan-5-ol